C1C(CC2=CC=CC=C12)NC1=NC=C(C=N1)C=1C(=NN(C1)CC(=O)N1CC2=C(CC1)NN=N2)C2CCNCC2 2-(4-{2-[(2,3-Dihydro-1H-inden-2-yl)amino]pyrimidin-5-yl}-3-(piperidin-4-yl)-1H-pyrazol-1-yl)-1-{1H,4H,5H,6H,7H-[1,2,3]triazolo[4,5-c]pyridin-5-yl}ethan-1-one